methyl ((1,1-difluoroethyl) ((6-hydroxy-5'-methyl-4-pentyl-2'-(prop-1-en-2-yl)-1',2',3',4'-tetrahydro-[1,1'-biphenyl]-2-yl)oxy)phosphoryl)-L-alaninate FC(C)(F)P(=O)(OC1=C(C(=CC(=C1)CCCCC)O)C1C(CCC(=C1)C)C(=C)C)N[C@@H](C)C(=O)OC